O[C@H]1[C@@H](O[C@@H]([C@H]1O)CO)N1C(N=C(C=C1)NO)=O 1-[(2R,3R,4S,5R)-3,4-di-hydroxy-5-(hydroxymethyl)oxolan-2-yl]-4-(hydroxyamino)pyrimidin-2-one